C(N)(OC1=C2N=CN(C2=NC=N1)CC1=CC(=NC=C1N1CC(CCC1)(COC1CC1)NC(=O)OC(C)(C)C)C1=CC(=C(C=C1)F)F)=O (9-((5-(3-((tert-butoxycarbonyl) amino)-3-(cyclopropoxymethyl) piperidin-1-yl)-2-(3,4-difluorophenyl) pyridin-4-yl) methyl)-9H-purin-6-yl) carbamate